N1=C(C=CC=C1)C1=C(C=C(C=C1)O)O 4-(pyridin-2-yl)benzene-1,3-diol